5-bromo-1-methyl-1,3-benzodiazole BrC1=CC2=C(N(C=N2)C)C=C1